(Z) and (E)-1-(But-1-en-1-yl)-3,5-dimethoxybenzene C(=CCC)C1=CC(=CC(=C1)OC)OC